C(C=C)(=O)N1CCC(CC1)C1=NNC2=NC=NC(=C21)NC2=C(C=C(OC1=CC(=NC=C1)NC(C(C)(C)C)=O)C=C2)F N-(4-(4-((3-(1-acryloylpiperidin-4-yl)-1H-pyrazolo[3,4-d]pyrimidin-4-yl)amino)-3-fluorophenoxy)pyridin-2-yl)pivalamide